OC[C@H](C1=CC=CC=C1)NC1=CC(=NC=C1C1=NC(=NO1)C(C)(C)O)NC1=CC2=C(B(OC2C)O)C=C1 5-((4-(((S)-2-hydroxy-1-phenylethyl)amino)-5-(3-(2-hydroxypropan-2-yl)-1,2,4-oxadiazol-5-yl)pyridin-2-yl)amino)-3-methylbenzo[c][1,2]oxaborol-1(3H)-ol